C1(CC1)S(=O)(=O)NC1=CC(=C(C2=CC=CC=C12)OC1=NC=CC=C1C1=NC(=NC=C1)N[C@@H]1CN(C[C@H](C1)F)C(=O)OC(C)(C)C)C tert-butyl (3S,5S)-3-((4-(2-((4-(cyclopropanesulfonamido)-2-methylnaphthalen-1-yl) oxy) pyridin-3-yl) pyrimidin-2-yl) amino)-5-fluoropiperidine-1-carboxylate